(S)-4-(1-(3-(3-chloro-4-fluorophenyl)-1-methylureido)ethyl)isoquinoline-1-carboxylic acid ClC=1C=C(C=CC1F)NC(N(C)[C@@H](C)C1=CN=C(C2=CC=CC=C12)C(=O)O)=O